tert-butyl (S)-(1-(5-(4-amino-1-(4-(methoxymethyl)-2,6-dimethylphenyl)-6-oxo-1,6-dihydropyrimidine-5-carboxamido)pyridin-3-yl)propyl)carbamate NC=1N=CN(C(C1C(=O)NC=1C=C(C=NC1)[C@H](CC)NC(OC(C)(C)C)=O)=O)C1=C(C=C(C=C1C)COC)C